3-(4-fluoro-2-methyl-phenoxy)-6-(1-hydroxyethyl)-5-methyl-N-[3-(methylsulfonimidoyl)phenyl]pyridazine-4-carboxamide FC1=CC(=C(OC=2N=NC(=C(C2C(=O)NC2=CC(=CC=C2)S(=O)(=N)C)C)C(C)O)C=C1)C